FC(C1=C(OC2=CC=C(C=C2)NC(OCC=2C(=C3C(N(CC3=CC2)C2C(NC(CC2)=O)=O)=O)OC)=O)C=CC=C1)F [2-(2,6-dioxopiperidin-3-yl)-4-methoxy-3-oxo-2,3-dihydro-1H-isoindol-5-yl]methyl N-{4-[2-(difluoromethyl)phenoxy]phenyl}carbamate